COC=1C=C(C=C2C(=CC(NC12)(C)C)C)NC1=CC=CC=C1 8-methoxy-2,2,4-trimethyl-N-phenyl-1,2-dihydroquinolin-6-amine